CN1CCC(CC1)OC=1C=CC(=NC1)C1=NSC(=N1)NC1=NC=CC=C1C(F)(F)F 3-(5-(1-methylpiperidin-4-yloxy)pyridin-2-yl)-N-(3-(trifluoromethyl)pyridin-2-yl)-1,2,4-thiadiazol-5-amine